4-bromo-2-fluoro-5-hydroxy-N,N-dimethylbenzamide BrC1=CC(=C(C(=O)N(C)C)C=C1O)F